CCC1COC(O1)(CN2C=NC=N2)C3=C(C=C(C=C3)Cl)Cl The molecule is a member of the class of dioxolanes that is 1,3-dioxolane substituted at position 2 by 2,4-dichlorophenyl and 1,2,4-triazol-1-ylmethyl groups and at position 4 by an ethyl group. An obsolete fungicide that was used to control powdery mildew on fruit and other crops. It has a role as an EC 1.14.13.70 (sterol 14alpha-demethylase) inhibitor and an antifungal agrochemical. It is a dichlorobenzene, a cyclic ketal, a dioxolane, a member of triazoles, a conazole fungicide and a triazole fungicide.